2-chloro-N-[(1r,3s)-3-{[2-(trifluoromethyl)quinolin-4-yl]amino}cyclohexyl]-1,3-benzothiazole-6-carboxamide ClC=1SC2=C(N1)C=CC(=C2)C(=O)N[C@H]2C[C@H](CCC2)NC2=CC(=NC1=CC=CC=C21)C(F)(F)F